CC1=NN(C2=NC=NC(=C21)N)C2OCCCC2 3-methyl-1-(tetrahydropyran-2-yl)pyrazolo[3,4-d]Pyrimidine-4-amine